2-(benzylthio)-3-phenyl-5,6,7,8-tetrahydro[1]benzothieno[2,3-d]pyrimidin-4(3H)-one C(C1=CC=CC=C1)SC=1N(C(C2=C(N1)SC1=C2CCCC1)=O)C1=CC=CC=C1